2-formyl-4,5-dimethoxy-1,3-dithiol C(=O)C1SC(=C(S1)OC)OC